N1N=C(C=C1)C(C(=O)N)C PYRAZOLYLPROPANAMIDE